(S,E)-Methyl-6-(4-tert-butyl-1H-pyrrol-3-carboxamido)-7-(1-(2-(1-adamantylamino)ethyl)-2-oxo-1,2-dihydropyridin-3-ylamino)-7-oxohept-2-enoat COC(\C=C\CC[C@@H](C(=O)NC=1C(N(C=CC1)CCNC12CC3CC(CC(C1)C3)C2)=O)NC(=O)C2=CNC=C2C(C)(C)C)=O